C(C)(C)(C)OC(N[C@H](CN(OCC(N1CCN(CC1)C1=NC=C(C=N1)C(F)(F)F)=O)C)C)=O (S)-tert-butyl(1-(methyl(2-oxo-2-(4-(5-(trifluoromethyl)pyrimidin-2-yl)piperazin-1-yl)ethoxy)Amino)propan-2-yl)carbamate